7-((8-(DIDECYLAMINO)-8-OXOOCTYL)(5-HYDROXYPENTYL)AMINO)HEPTYL HEPTADECAN-9-YL CARBONATE C(OCCCCCCCN(CCCCCO)CCCCCCCC(=O)N(CCCCCCCCCC)CCCCCCCCCC)(OC(CCCCCCCC)CCCCCCCC)=O